5-Bromo-2-cyanopyridin-3-yl 4,6-di-O-acetyl-3-[4-(4-chloro-3,5-difluorophenyl)-1H-1,2,3-triazol-1-yl]-3-deoxy-2-O-methyl-1-thio-α-D-galactopyranoside C(C)(=O)O[C@@H]1[C@@H]([C@H]([C@@H](SC=2C(=NC=C(C2)Br)C#N)O[C@@H]1COC(C)=O)OC)N1N=NC(=C1)C1=CC(=C(C(=C1)F)Cl)F